2-((3,5-Dimethylpiperidin-1-yl)methyl)-4-nitrophenol CC1CN(CC(C1)C)CC1=C(C=CC(=C1)[N+](=O)[O-])O